(S)-1-(6-((4,4-Difluorocyclohexyl)amino)-2-(4-methylthiazol-2-yl)pyrimidin-4-yl)ethan-1-ol FC1(CCC(CC1)NC1=CC(=NC(=N1)C=1SC=C(N1)C)[C@H](C)O)F